FC1(CC1)C(=O)N[C@H](C(=O)N1[C@@H](C[C@H](C1)O)C(=O)NCC1=C(OCCCCCCCCC(=O)OCC)C=C(C=C1)C1=C(N=CS1)C)C(C)(C)C Ethyl 9-(2-(((2S,4R)-1-((S)-2-(1-fluorocyclopropanecarboxamido)-3,3-dimethylbutanoyl)-4-hydroxypyrrolidine-2-carboxamido)methyl)-5-(4-methylthiazol-5-yl)phenoxy)nonanoate